4-(4-(benzylthio)-6-chloropyridin-2-yl)morpholine C(C1=CC=CC=C1)SC1=CC(=NC(=C1)Cl)N1CCOCC1